C1CCCC2=CC=3CCCCC3C=C12 1,2,3,4,5,6,7,8-Octahydroanthracen